[Si](C)(C)(C(C)(C)C)OCC=1C(=C(SC1C)C)C(=O)O 4-(((tert-butyldimethylsilyl)oxy)methyl)-2,5-dimethylthiophene-3-carboxylic acid